4-butyl-6-(4-((dimethylamino)methyl)benzyl)pyridine C(CCC)C1=CC=NC(=C1)CC1=CC=C(C=C1)CN(C)C